ClC=1C=C2C=NN(C2=CC1N1C[C@H](CC1)CO)C=1C=NN(C1)C1CC1 (S)-(1-(5-chloro-1-(1-cyclopropyl-1H-pyrazol-4-yl)-1H-indazol-6-yl)pyrrolidin-3-yl)methanol